OCCC1CCC(CC1)C(=O)O 4-(2-hydroxyethyl)cyclohexane-1-carboxylic acid